methyl (S)-3-(7-bromo-2-((2-oxopropyl) amino)-5-(pyridin-2-yl)-3H-benzo[e][1,4]diazepin-3-yl)propanoate BrC1=CC2=C(N=C([C@@H](N=C2C2=NC=CC=C2)CCC(=O)OC)NCC(C)=O)C=C1